COC1=CC=C(C=C1)C(CCCC(=O)NN)=O 5-(4-methoxyphenyl)-5-oxopentanhydrazide